C(CCC)C=1C=C(C(=CC1O)C)S(=O)(=O)C1=CC(=C(C=C1C)O)CCCC bis-(3-1-butyl-4-hydroxy-6-methylphenyl)sulfone